C(CCC)OC(=O)N1CC(C(CC1)N1CCN(CC1)NC(=O)OCC1=CC=CC=C1)(F)F.FC1(C[C@@](OC1)(C)C(=O)C1=NN(C=C1C)C)F (S)-(4,4-difluoro-2-methyltetrahydrofuran-2-yl)(1,4-dimethyl-1H-pyrazol-3-yl)methanone butyl-4-(4-(((benzyloxy)carbonyl)amino)piperazin-1-yl)-3,3-difluoropiperidine-1-carboxylate